COC1=CC=C(C=C1)N1CCNCC1 1-(4-methoxyphenyl)piperazine